3-(3-(4-(Chloromethyl)phenyl)-5-(3-methoxyphenyl)-3H-imidazo[4,5-b]pyridin-2-yl)pyridin-2-amine ClCC1=CC=C(C=C1)N1C(=NC=2C1=NC(=CC2)C2=CC(=CC=C2)OC)C=2C(=NC=CC2)N